4-(((1r,4r)-4-((allyloxy)methyl)cyclohexyl)oxy)-1-bromo-2-methylbenzene C(C=C)OCC1CCC(CC1)OC1=CC(=C(C=C1)Br)C